C1=CC(=CC(=C1)O)C(CC(=O)O)O The molecule is a dihydroxy monocarboxylic acid that is 3-hydroxypropanoic acid substituted by a 3-hydroxyphenyl group at position 3. It has a role as a human urinary metabolite. It is a member of phenols and a dihydroxy monocarboxylic acid. It derives from a 3-hydroxypropionic acid.